COC1=C(C=CC2=C1CCCCC2=O)C(=O)OC methyl 1-methoxy-5-oxo-6,7,8,9-tetrahydro-5H-benzo[7]annulene-2-carboxylate